COP(=O)(C(C(Cl)(Cl)Cl)O)OC The molecule is a phosphonic ester that is dimethyl phosphonate in which the hydrogen atom attched to the phosphorous is substituted by a 2,2,2-trichloro-1-hydroxyethyl group. It has a role as an EC 3.1.1.7 (acetylcholinesterase) inhibitor, an agrochemical, an EC 3.1.1.8 (cholinesterase) inhibitor, an anthelminthic drug and an insecticide. It is an organic phosphonate, a phosphonic ester and an organochlorine compound.